ClC1=CC=C(C=C1)C=1C=C(C(=O)NC(C)(C)C2CC2)C=C(C1)[N+](=O)[O-] 3-(4-chlorophenyl)-N-(2-cyclopropylpropan-2-yl)-5-nitrobenzamide